N-(3,3-difluorocyclobutyl)-5-(2,3-dimethyl-3H-imidazo[4,5-b]pyridin-5-yl)pyrrolo[2,1-f][1,2,4]triazin-2-amine FC1(CC(C1)NC1=NN2C(C=N1)=C(C=C2)C2=CC=C1C(=N2)N(C(=N1)C)C)F